CC1=C2C(=C(C=3C=4C=CC=CC4N(C13)CC1=CC=C(C=C1)OCCN1CCCCC1)C)C=NC=C2 5,11-dimethyl-6-(4-(2-(piperidin-1-yl)ethoxy)benzyl)-6H-pyrido[4,3-b]carbazole